[N+](=O)([O-])CCCNC(OC(C)(C)C)=O tert-Butyl (3-nitropropyl)carbamate